3-((S)-4-methyl-2-(4-oxoquinazolin-3(4H)-yl)pentanamido)-3-(2'-methylbiphenyl-3-yl)propanoic acid CC(C[C@@H](C(=O)NC(CC(=O)O)C=1C=C(C=CC1)C1=C(C=CC=C1)C)N1C=NC2=CC=CC=C2C1=O)C